chloro(methyl)(phenyl)(vinylsilane) Cl[Si](C=C)(C1=CC=CC=C1)C